C(C)(C)[C@@H]1[C@H](C1)C=1C=C(N=NC1C)C=1C(=NC(=NC1)OC)OC 5-[5-[(1S,2R)-2-isopropylcyclopropyl]-6-methyl-pyridazin-3-yl]-2,4-dimethoxy-pyrimidine